ClC=1C=C2C(NC(=NC2=CC1)CN1CCCC2=CC=CC=C12)=O 6-chloro-2-(3,4-dihydro-2H-quinolin-1-ylmethyl)-3H-quinazolin-4-one